O=COOOCCCCCCCCC tetraoxatetradecaneN